2-methoxy-N-(1-(3-(trifluoromethoxy)phenyl)ethyl)nicotinamide COC1=C(C(=O)NC(C)C2=CC(=CC=C2)OC(F)(F)F)C=CC=N1